2-(p-dimethylaminophenyl)-2-(p-methoxyphenyl)ethenyl-4,5,6,7-tetrabromophthalide CN(C1=CC=C(C=C1)C(=CC1OC(=O)C2=C(C(=C(C(=C12)Br)Br)Br)Br)C1=CC=C(C=C1)OC)C